4-(2-Benzylbenzoyl)-2,5-dimethyl-1H-pyrrole-3-carboxylic acid methyl ester COC(=O)C1=C(NC(=C1C(C1=C(C=CC=C1)CC1=CC=CC=C1)=O)C)C